N(=C=O)CCC[SiH2]C(OC)OC γ-isocyanatopropyldimethoxymethylsilane